N-tetracosyl-taurine C(CCCCCCCCCCCCCCCCCCCCCCC)NCCS(=O)(=O)O